2-ethyloctadecyl 3,4-dihydroxyphenylacetate OC=1C=C(C=CC1O)CC(=O)OCC(CCCCCCCCCCCCCCCC)CC